4-((6-(2-Chloro-3-(3-chloro-2-(3-methoxy-4-(morpholinomethyl)phenyl)pyridin-4-yl)phenyl)-2-methoxypyridin-3-yl)methyl)morpholine ClC1=C(C=CC=C1C1=C(C(=NC=C1)C1=CC(=C(C=C1)CN1CCOCC1)OC)Cl)C1=CC=C(C(=N1)OC)CN1CCOCC1